1-(4-(((5-chloro-2-(trifluoromethyl)benzyl)(methyl)amino)methyl)piperidine-1-carbonyl)-1H-pyrazole-3-carboxylic acid ClC=1C=CC(=C(CN(C)CC2CCN(CC2)C(=O)N2N=C(C=C2)C(=O)O)C1)C(F)(F)F